[Zr].C(C1=CC=CC=C1)N1C(N(C(C1=O)CCC(=O)NCCC(=O)NO)CC1=CC=C(C=C1)Br)=O 3-(1-benzyl-3-(4-bromobenzyl)-2,5-dioxoimidazolin-4-yl)-N-(3-(hydroxylamino)-3-oxopropyl)propanamide zirconium